N-methyl-5-phenylisothiazole-3-Carboxamide CNC(=O)C1=NSC(=C1)C1=CC=CC=C1